C(#N)C(C(=O)OCC(C)(COC(C=CC1=C(C(=CC=C1)C=1C=CC=CC1)C#N)=O)COC(C=CC1=C(C(=CC=C1)C=1C=CC=CC1)C#N)=O)=C(C1=CC=CC=C1)C1=CC=CC=C1 (2-cyano-3,3-diphenylacryloyl)oxyl-2,2-bis[[(2-cyano-3,3-biphenylacryloyl)oxy]methyl]propane